4-(4-acetamidophenyl)butanoic acid C(C)(=O)NC1=CC=C(C=C1)CCCC(=O)O